1-[3-acetyl-6-[6-(6-methylpyridazin-3-yl)oxybenzimidazol-1-yl]-2-pyridinyl]-5-methyl-pyrazole-3-carbonitrile C(C)(=O)C=1C(=NC(=CC1)N1C=NC2=C1C=C(C=C2)OC=2N=NC(=CC2)C)N2N=C(C=C2C)C#N